NCCCC(O)(P(O)(O)=O)P(O)(O)=O (4-amino-1-hydroxy-1,1-butanediyl)bis(phosphonic acid)